N-(7-(2-(4,4-difluorocyclohexyl)vinyl)-2,3-dihydrobenzofuran-5-yl)-N-(2-hydroxyethyl)acrylamide FC1(CCC(CC1)C=CC1=CC(=CC=2CCOC21)N(C(C=C)=O)CCO)F